ClC1=CC=CN2C=C(C=C12)C(=O)N1CC=2C(CC1)=NNC2C(=O)N2C1(CC1)CC(C2)(F)F 8-chloro-2-(3-{6,6-difluoro-4-azaspiro[2.4]heptane-4-carbonyl}-2H,4H,5H,6H,7H-pyrazolo[4,3-c]pyridine-5-carbonyl)indolizine